ClC=1C=NC2=CC(=NC=C2C1)C=O 3-chloro-1,6-naphthyridine-7-carbaldehyde